The molecule is a 3alpha-hydroxy steroid, an 11beta-hydroxy steroid, a 17alpha-hydroxy steroid, a 21-hydroxy steroid, a 20-oxo steroid, a glucocorticoid, a primary alpha-hydroxy ketone and a tertiary alpha-hydroxy ketone. It derives from a hydride of a 5beta-pregnane. C[C@]12CC[C@H](C[C@H]1CC[C@@H]3[C@@H]2[C@H](C[C@]4([C@H]3CC[C@@]4(C(=O)CO)O)C)O)O